OCCNN β-hydroxyethylhydrazine